C12C(C3CC(CC(C1)C3)C2)NC(CN2C(C(=CC=C2)NC([C@H](CCC(C(=O)NC)=O)NC(=O)C2=CN=NN2C)=O)=O)=O (S)-N1-(1-(2-(2-Adamantylamino)-2-oxoethyl)-2-oxo-1,2-dihydropyridin-3-yl)-N6-methyl-2-(1-methyl-1H-1,2,3-triazol-5-carboxamido)-5-oxohexandiamid